2-amino-6-borono-2-(2-(3-(diethylcarbamoyl)piperidin-1-yl)ethyl)hexanoic acid NC(C(=O)O)(CCCCB(O)O)CCN1CC(CCC1)C(N(CC)CC)=O